The molecule is a pyrrolopyrazine that is hexahydropyrrolo[1,2-a]pyrazine-1,4-dione substituted by a hydroxy group at position 6 and a 2-methylpropyl group at position 3. It has been isolated from the mycelia of Cordyceps sinensis. It has a role as a fungal metabolite. It is a pyrrolopyrazine and a dipeptide. CC(C)C[C@H]1C(=O)N2[C@@H](CC[C@H]2O)C(=O)N1